2,2'-(2,2'-dichloro-[1,1'-biphenyl]-3,3'-diyl)bis(7-(((S)-5-oxopyrrolidin-2-yl)methyl)-[1,2,4]triazolo[1,5-a]pyrazin-8(7H)-one) ClC1=C(C=CC=C1C1=NN2C(C(N(C=C2)C[C@H]2NC(CC2)=O)=O)=N1)C1=C(C(=CC=C1)C1=NN2C(C(N(C=C2)C[C@H]2NC(CC2)=O)=O)=N1)Cl